N1(CCN(CCN(CCN(CC1)CP(O)(O)=O)CP(O)(O)=O)CP(O)(O)=O)CP(O)(O)=O ((1,4,7,10-tetraazacyclododecane-1,4,7,10-tetrayl)tetra(methylene))tetraphosphonic acid